{7-[2-methoxy-4-(morpholin-4-yl)phenyl]-4-(methylamino)furo[3,2-d]pyrimidin-2-yl}methanol COC1=C(C=CC(=C1)N1CCOCC1)C1=COC2=C1N=C(N=C2NC)CO